FC1=C(C=CC(=C1)[N+](=O)[O-])N1CCC(CC1)C=O 1-(2-fluoro-4-nitrophenyl)piperidin-4-carboxaldehyde